(trans)-4-((R)-2-(Isopropylamino)-6-methyl-4-oxo-5,6,7,8-tetrahydropyrido[3,4-d]pyrimidin-3(4H)-yl)-N-methylcyclohexanecarboxamide hydrochloride Cl.C(C)(C)NC=1N(C(C2=C(N1)CN[C@@H](C2)C)=O)[C@@H]2CC[C@H](CC2)C(=O)NC